(S)-N-(3-(3-(benzyloxy)-2,4-difluoro-5-(trifluoromethyl)phenyl)-1-methyl-1H-pyrazolo[3,4-d]pyrimidin-6-yl)-N,1-dimethyl-1,2,3,4-tetrahydroquinolin-3-amine C(C1=CC=CC=C1)OC=1C(=C(C=C(C1F)C(F)(F)F)C1=NN(C2=NC(=NC=C21)N([C@@H]2CN(C1=CC=CC=C1C2)C)C)C)F